6-chloro-3-methyl-1-(tetrahydrofuran-3-yl)-1,3-dihydro-2H-imidazo[4,5-c]Pyridin-2-one ClC1=CC2=C(C=N1)N(C(N2C2COCC2)=O)C